C(C)(C)(C)N1[C@H](C[C@@H]([C@@H](C1)C)O)C1=CC=CC=C1 tert-Butyl-(2R,4S,5R)-4-hydroxy-5-methyl-2-phenyl-piperidine